NCC1=NNC(C2=CC=C(C=C12)C=1C=NN(C1C1=C(C#N)C(=CC(=C1F)C=CF)OC1CC1)C)=C=O 2-(4-(4-(aminomethyl)-1-carbonyl-1,2-dihydro-phthalazin-6-yl)-1-methyl-1H-pyrazol-5-yl)-6-cyclopropoxy-3-fluoro-4-(2-fluorovinyl)benzonitrile